1-Benzyl-N-[4-methyl-2-(morpholinomethyl)-5-oxo-7,8-dihydro-6H-pyrazolo[1,5-a][1,3]diazepin-6-yl]-1,2,4-triazol-3-carboxamid C(C1=CC=CC=C1)N1N=C(N=C1)C(=O)NC1C(N(C=2N(CC1)N=C(C2)CN2CCOCC2)C)=O